BrC=1N(C2=C(C(=CC=C2C1SC=1C(=C(C=CC1)C1(CC1)C(=O)O)F)Cl)F)C=1C=NN(C1)CC 1-(3-((2-bromo-6-chloro-1-(1-ethyl-1H-pyrazol-4-yl)-7-fluoro-1H-indol-3-yl)thio)-2-fluorophenyl)cyclopropanecarboxylic acid